C(C)(=O)O[C@@H]1[C@H](O[C@H]([C@@H]([C@H]1OC(C)=O)OC(C)=O)O[C@@H]1[C@H](O[C@H]([C@H]([C@H]1OC(C)=O)O)OC(C)=O)COC(C)=O)COC(C)=O (2R,3R,4S,5R,6S)-2-(Acetoxymethyl)-6-(((2R,3R,4R,5S,6S)-4,6-diacetoxy-2-(acetoxymethyl)-5-hydroxytetrahydro-2H-pyran-3-yl)oxy)tetrahydro-2H-pyran-3,4,5-triyl triacetate